N-{3-[4-(phenylamino)quinolin-6-yl]phenyl}prop-2-enamide C1(=CC=CC=C1)NC1=CC=NC2=CC=C(C=C12)C=1C=C(C=CC1)NC(C=C)=O